4-[4-(1,3-benzothiazol-2-yloxy)phenyl]-1,1,1-trifluoro-2-methylbutan-2-ol S1C(=NC2=C1C=CC=C2)OC2=CC=C(C=C2)CCC(C(F)(F)F)(O)C